Ethyl alpha-((dimethoxyphosphinothioyl)thio)benzeneacetate COP(=S)(SC(C(=O)OCC)C1=CC=CC=C1)OC